C1(CCCCC1)[C@@H](C(=O)N[C@H](C(=O)OC(C)C)CCC(C=[N+]=[N-])=O)OC(C)C isopropyl (S)-2-((S)-2-cyclohexyl-2-isopropoxyacetamido)-6-diazo-5-oxohexanoate